NC1=NC=2C=NC(=CC2C2=C1[C@H](OC2)C)C(=O)N(CC2=NC=C(C=C2)C(F)(F)F)CC (3R)-4-amino-N-ethyl-3-methyl-N-((5-(trifluoromethyl)-2-pyridinyl)methyl)-1,3-dihydrofuro[3,4-c][1,7]naphthyridine-8-carboxamide